methyl 2-amino-[1,2,4]triazolo[1,5-a]pyridine-6-carboxylate NC1=NN2C(C=CC(=C2)C(=O)OC)=N1